C(#N)C1=C(OC2CCC(CC2)(C(=O)O)C)C=C(C(=C1)OC)C(N[C@@H]1[C@H]2CC[C@@H]([C@@H]1C(NC13CC(C1)(C3)F)=O)C2)=O 4-(2-cyano-5-(((1S,2R,3S,4R)-3-((3-fluorobicyclo[1.1.1]pentan-1-yl)carbamoyl)bicyclo[2.2.1]heptan-2-yl)carbamoyl)-4-methoxyphenoxy)-1-methylcyclohexane-1-carboxylic acid